C[C@H]([C@@H]1C2=C(C(=O)C[C@]1(C)O)C(=C3C(=C2)C=CC(=C3O)C4=C(C5=C(C6=C(C=C5C=C4)[C@H]([C@@](CC6=O)(C)O)[C@@H](C)OC(=O)C)O)O)O)OC(=O)C The molecule is a member of the class of bianthracenes resulting from the 7,7'-oxidative dimerisation of julichrome Q6. The major species at pH 7.3 It is a member of bianthracenes, an acetate ester, a cyclic ketone, a polyketide and a tertiary alcohol. It derives from a julichrome Q6. It is a conjugate acid of a julichrome Q6-6(1-).